ClC1=C(C=CC(=C1)Cl)N1N=C(C=C1C(C)C)C(=O)OCC Ethyl 1-(2,4-dichlorophenyl)-5-isopropyl-pyrazole-3-carboxylate